dichloro(1,10-phenanthroline) gold (III) chloride [Au](Cl)(Cl)Cl.ClC=1C(=NC2=C3N=CC=CC3=CC=C2C1)Cl